C(=O)C1=CC=C(C=N1)C(=O)OC methyl 6-formylpyridine-3-carboxylate